ClC=1C(=C(C=CC1)[C@@H](CCN(C)C)N[S@@](=O)C(C)(C)C)F (S)-N-((R)-1-(3-chloro-2-fluorophenyl)-3-(dimethylamino)propyl)-2-methylpropane-2-sulfinamide